(2-bromo-4-iodophenyl)(methyl)carbamic acid tert-butyl ester C(C)(C)(C)OC(N(C)C1=C(C=C(C=C1)I)Br)=O